C(C)OC(=O)C=1C=C(NC2=C(C=3C(C4=CC=CC=C4C(C3C(=C2F)F)=O)=O)F)C=CC1 2-(m-ethoxycarbonylanilino)-1,3,4-trifluoroanthraquinone